1-(2-mercaptobenzothiazole-3-yl)imidazole SC1SC2=C(N1N1C=NC=C1)C=CC=C2